ClC1=C(C=C(C=C1)[C@@H]1O[C@@H]([C@H]([C@@H]([C@H]1O)O)O)CO)C1=CC=C(C=C1)OCC (2s,3r,4r,5s,6r)-2-(4-chloro-3-(4-ethoxyphenyl)phenyl)-6-(hydroxymethyl)tetrahydro-2H-pyran-3,4,5-triol